OC1=C(C=CC=C1)C1=CC2=C(N=N1)NC1=C2[C@H](N(CC1)C1CCN(CC1)C1CC2(CN(C2)C2CC3(CN(C3)C(=O)OC(C)(C)C)C2)C1)C (R)-tert-butyl 6-(4-(3-(2-hydroxyphenyl)-5-methyl-7,8-dihydro-5H-pyrido[3',4':4,5]pyrrolo[2,3-c]pyridazin-6(9H)-yl)piperidin-1-yl)-2,2'-diaza[2,6'-bispiro[3.3]heptane]-2'-carboxylate